C1(CC1)C(CCCCC)(O)C1CC1 1,1-Dicyclopropyl-hexan-1-ol